2-(3-(4-(7-(2-((3-Chloro-2-methylphenyl)amino)benzoyl)-7H-pyrrolo[2,3-d]pyrimidin-4-yl)-1H-pyrazol-1-yl)-1-(ethylsulfonyl)azetidin-3-yl)acetonitrile ClC=1C(=C(C=CC1)NC1=C(C(=O)N2C=CC3=C2N=CN=C3C=3C=NN(C3)C3(CN(C3)S(=O)(=O)CC)CC#N)C=CC=C1)C